C[C@]12CC[C@](C1(C)C)(OC2=O)C(=O)O (+)-camphanic acid